(S)-2-(1-(4-(2,6-DIOXOPIPERIDIN-3-YL)PHENYL)PIPERIDIN-4-YL)ACETALDEHYDE O=C1NC(CC[C@H]1C1=CC=C(C=C1)N1CCC(CC1)CC=O)=O